trans-N-trans-p-coumaroyl-tyramine C(\C=C\C1=CC=C(C=C1)O)(=O)NCCC1=CC=C(C=C1)O